2-(2-phenyl-2-oxo-ethyl)-4-methoxy-6-hydroxy-benzoic acid C1(=CC=CC=C1)C(CC1=C(C(=O)O)C(=CC(=C1)OC)O)=O